[N+](=O)([O-])O[C@@H](COCCC(=O)OC[C@H]1N(CCC1)C1=NC=C(C(=N1)NCC1=CC(=C(C=C1)OC)Cl)C(NCC1=NC=CC=N1)=O)CO[N+](=O)[O-] [(2S)-1-(4-{[(3-chloro-4-methoxyphenyl)methyl]amino}-5-{[(pyrimidin-2-yl)methyl]carbamoyl}pyrimidin-2-yl)pyrrolidin-2-yl]methyl 3-[(2S)-2,3-bis(nitrooxy)propoxy]propanoate